FC1(CC(N(CC1)C(=O)OC(C)(C)C)C1=CC=C(C=C1)S(F)(F)(F)(F)F)F tert-butyl 4,4-difluoro-2-[4-(pentafluoro-λ6-sulfanyl)phenyl]piperidine-1-carboxylate